BrC1=C(C(=CC2=C(NN=C12)I)NC(C1=CC(=CC(=C1)C(F)(F)F)F)=O)C(C1=C(C=CC(=C1)F)Cl)=O N-(7-bromo-6-(2-chloro-5-fluorobenzoyl)-3-iodo-2H-indazol-5-yl)-3-fluoro-5-(trifluoromethyl)benzamide